NC=1C(=CC=2SCC[C@H]3N(C2N1)CCNC3)C (R)-2-amino-3-methyl-6,7,7a,8,10,11-hexahydro-9H-pyrazino[1,2-d]pyrido[3,2-b][1,4]thiazepin